[N-]1C(CC=C1)=O 2,3-dihydro-1H-pyrrolidone